5-phenoxy-N1,N3,N3-triphenylbenzene-1,3-diamine O(C1=CC=CC=C1)C=1C=C(C=C(C1)NC1=CC=CC=C1)N(C1=CC=CC=C1)C1=CC=CC=C1